4-(benzyloxy)aniline HCl Cl.C(C1=CC=CC=C1)OC1=CC=C(N)C=C1